C[C@@H]1CN(C[C@H]2N1CC1=CC(=CC=C21)N2CC1(C2)OCCNC1)C1=C2C=CC(=NC2=C(C=C1)C#N)[2H] 5-[(4R,10bS)-4-methyl-8-(5-oxa-2,8-diazaspiro[3.5]non-2-yl)-3,4,6,10b-tetrahydro-1H-pyrazino[2,1-a]isoindol-2-yl]-2-deutero-quinoline-8-carbonitrile